C1=CC=CC=2C3=CC=CC=C3C(C12)COC(=O)N([C@@H](CC1=CC=C(C=C1)O)C(=O)O)C(=O)OCC1C2=CC=CC=C2C2=CC=CC=C12 N-9-fluorenylmethyloxycarbonyl-(Fmoc)-tyrosine